ethane chloroformate ClC(=O)O.CC